(S)-1-(4-bromo-2-fluorophenyl)ethan-1-amine BrC1=CC(=C(C=C1)[C@H](C)N)F